N-(2-Fluoro-2-methylpropyl)-5-(pyrazolo[1,5-a]pyridin-5-yl)-7H-pyrrolo[2,3-d]pyrimidin-2-amine FC(CNC=1N=CC2=C(N1)NC=C2C2=CC=1N(C=C2)N=CC1)(C)C